ethyl (4-(5-((tert-butoxycarbonyl)amino)-6-methylpyridin-2-yl)-1-methyl-1H-1,2,3-triazol-5-yl)carbamate C(C)(C)(C)OC(=O)NC=1C=CC(=NC1C)C=1N=NN(C1NC(OCC)=O)C